eicosyl undecanoate C(CCCCCCCCCC)(=O)OCCCCCCCCCCCCCCCCCCCC